O.O.O.SCCCCS(=O)O 4-mercaptobutanesulphinate trihydrate